BrC=1C(=NC(=C(C1)C=1C=C2C(=CC=NC2=CC1)C)C1=CC=C(C=C1)F)N 3-bromo-6-(4-fluorophenyl)-5-(4-methylquinolin-6-yl)pyridin-2-amine